N1=CN=C(C2=CC(=CC=C12)N)N Quinazoline-4,6-diamine